C12C(CC(CC1)C2)NC(=O)C2=CC=C(C(=N2)C(=O)OC)C=2C(=CC1=C(OCCC3=C1SC=C3)C2)C(NC2=C(C=C(C=C2)CNC(=O)OC(C)(C)C)C)=O methyl 6-(bicyclo[2.2.1]heptan-2-ylcarbamoyl)-3-(9-((4-(((tert-butoxycarbonyl)amino)methyl)-2-methylphenyl)carbamoyl)-4,5-dihydrobenzo[b]thieno[2,3-d]oxepin-8-yl)picolinate